8-[2-(cyclohexylmethylamino)ethyl]-8-azabicyclo[3.2.1]oct-3-yl-phenol C1(CCCCC1)CNCCN1C2CC(CC1CC2)C2=C(C=CC=C2)O